C1N(CC12CCOCC2)C2=CC=C(N=N2)N2N=NC1=C2C(=C(C(=C1)F)O)F 1-(6-(7-Oxa-2-azaspiro[3.5]nonan-2-yl)pyridazin-3-yl)-5,7-difluoro-1H-benzo[d][1,2,3]triazol-6-ol